5-amino-N-(4-((2-aminophenyl)carbamoyl)benzyl)-2-(2-chlorophenyl)-2H-1,2,3-triazole-4-carboxamide NC=1C(=NN(N1)C1=C(C=CC=C1)Cl)C(=O)NCC1=CC=C(C=C1)C(NC1=C(C=CC=C1)N)=O